6-{5-[(3Z)-1-(carboxymethyl)-2-oxo-2,3-dihydro-1H-indol-3-ylidene]-4-oxo-2-sulfanylidene-1,3-thiazolidin-3-yl}hexanoic acid C(=O)(O)CN1C(\C(\C2=CC=CC=C12)=C/1\C(N(C(S1)=S)CCCCCC(=O)O)=O)=O